1-(methoxymethyl)cyclohexanecarboxylic acid methyl ester COC(=O)C1(CCCCC1)COC